butyl 2-(4-amino-6-methyl-9H-pyrido[2',3':4,5]pyrrolo[2,3-d]pyrimidin-9-yl)acetate NC=1C2=C(N=CN1)N(C1=C2N=C(C=C1)C)CC(=O)OCCCC